OC=1C=CC2=C(CC(NCC2C)=O)C1 8-hydroxy-5-methyl-1,3,4,5-tetrahydro-2H-benzo[d]azepin-2-one